2-(4-(5-chloro-2-(1H-tetrazol-1-yl)phenyl)-2,5-dioxopiperazin-1-yl)-4-methoxybutanoic acid ClC=1C=CC(=C(C1)N1CC(N(CC1=O)C(C(=O)O)CCOC)=O)N1N=NN=C1